4-methylthiazol-2-yl-acetamide (3-(2,6-Dioxopiperidin-3-yl)-2-methylquinolin-7-yl)methyl-(4-(tert-butyl)phenyl)carbamate O=C1NC(CCC1C=1C(=NC2=CC(=CC=C2C1)CN(C(O)=O)C1=CC=C(C=C1)C(C)(C)C)C)=O.CC=1N=C(SC1)CC(=O)N